FC=1C=C(C=CC1)[C@@H]1[C@H](NC(O1)=O)C1=CC(=NC=C1)C#CC1=CC=CC=C1 (4R,5R)-5-(3-fluorophenyl)-4-(2-(phenylethynyl)-4-pyridinyl)-1,3-oxazolidin-2-one